ClC=1C=C(OC[C@@H](/C=C/[C@H]2[C@@H](C[C@@H]3OCC(=CC[C@@H]32)CCCCC(=O)O)O)O)C=CC1 5-{(5aR,6R,7R,8aS)-6-[(1E,3R)-4-(3-chlorophenoxy)-3-hydroxy-1-buten-1-yl]-7-hydroxy-5,5a,6,7,8,8a-hexahydro-2H-cyclopenta[b]oxepin-3-yl}pentanoic acid